C1=CC=C(C=C1)N(C2=CC=CC=C2)C3=CC=C(C=C3)N(C4=CC=C(C=C4)N(C5=CC=CC=C5)C6=CC=CC=C6)C7=CC=C(C=C7)N(C8=CC=CC=C8)C9=CC=CC=C9 4,4',4''-tris(diphenylamino)triphenylamine